CC(CCCC(OCCCCCCCCCC)OC(CCCC(CC(CC(CC(CCC)C)C)C)C)OCCCCCCCCCC)CC(CC(CC(CCC)C)C)C 4,6,8,10-tetramethyltridecyldecoxymethyl ether